COC1=CC=C(C=C1)N1C(N(C2=NC(=NC=C2C1)NCC(F)(F)F)C1=CC=C(C(=O)N)C=C1)=O 4-(3-(4-methoxyphenyl)-2-oxo-7-((2,2,2-trifluoroethyl)amino)-3,4-dihydropyrimido[4,5-d]pyrimidin-1(2H)-yl)benzamide